2-(3-(4-methyl-1H-imidazol-1-yl)-5-(trifluoromethyl)phenyl)-1H-benz[d]imidazol-5-amine CC=1N=CN(C1)C=1C=C(C=C(C1)C(F)(F)F)C1=NC2=C(N1)C=CC(=C2)N